NC1=NC=NN2C1=C(C=C2C=2C=C(C(=NC2)OC)C(=O)N[C@@H]2CN(C[C@@H]2F)C(C)C=2C=NC=NC2)C(F)(F)F 5-[4-amino-5-(trifluoromethyl)-pyrrolo[2,1-f][1,2,4]triazin-7-yl]-N-[(3R,4S)-4-fluoro-1-[1-(pyrimidin-5-yl)ethyl]-pyrrolidin-3-yl]-2-methoxy-pyridine-3-carboxamide